(E)-N-(4-((3-chloro-4-fluorophenyl)amino)-7-methoxyquinazolin-6-yl)-4-(4-(6-((2-(2,6-dioxopiperidin-3-yl)-1-oxoisoindolin-4-yl)thio)hexanoyl)piperazin-1-yl)but-2-enamide ClC=1C=C(C=CC1F)NC1=NC=NC2=CC(=C(C=C12)NC(\C=C\CN1CCN(CC1)C(CCCCCSC1=C2CN(C(C2=CC=C1)=O)C1C(NC(CC1)=O)=O)=O)=O)OC